3-methacryloyloxy-propane C(C(=C)C)(=O)OCCC